COC(=O)C1=C(NC(=C(C1C1=CC(=CC=C1)[N+](=O)[O-])C(=O)OC)C)C 1,4-dihydro-2,6-dimethyl-4-(3-nitrophenyl)pyridine-3,5-dicarboxylic acid dimethyl ester